C(C)N1N=C(C=C1)C=1C(=CC(=NC1)NC(C)=O)NC1=CC(=CC(=C1)S(=O)(=O)C)OCCO N-(5-(1-ethyl-1H-pyrazol-3-yl)-4-((3-(2-hydroxyethoxy)-5-(methylsulfonyl)phenyl)amino)pyridin-2-yl)acetamide